5-(4-(5-chlorooxazolo[4,5-b]pyridin-2-yl)piperazine-1-carbonyl)-2-(1-neopentyl-1H-1,2,3-triazol-4-yl)benzonitrile ClC1=CC=C2C(=N1)N=C(O2)N2CCN(CC2)C(=O)C=2C=CC(=C(C#N)C2)C=2N=NN(C2)CC(C)(C)C